N=1C=CN2C1CN(CC2)C2=CC=CC(=N2)C#N 6-(5,6-dihydroimidazo[1,2-a]pyrazin-7(8H)-yl)picolinonitrile